ClC1=C(C=CC=C1C=1C=C(C(=NC1)C=O)C=C)C1=C(C(=CC=C1)C=1C=C(C(=NC1)C=O)C=C)Cl 5,5'-(2,2'-dichloro-[1,1'-biphenyl]-3,3'-diyl)bis(3-vinylpyridine-2-carbaldehyde)